tert-Butyl ((4-(2,3-dihydrobenzo[b][1,4]dioxin-6-yl)-5-(2-methylpyridin-4-yl)-1H-imidazol-2-yl)methyl)carbamate O1C2=C(OCC1)C=C(C=C2)C=2N=C(NC2C2=CC(=NC=C2)C)CNC(OC(C)(C)C)=O